2-[(1S)-1-(3,4-difluorophenyl)-2-nitro-ethyl]Malonic acid 1,3-diethyl ester C(C)OC(C(C(=O)OCC)[C@H](C[N+](=O)[O-])C1=CC(=C(C=C1)F)F)=O